C(C)(C)(C)OC(=O)N1N=CN=C1 1-tert-Butoxycarbonyl-1,2,4-triazole